(E)-3-(2-hydroxy-4-methoxyphenyl)-1-(piperidin-1-yl)propan-1-one OC1=C(C=CC(=C1)OC)CCC(=O)N1CCCCC1